ONC(=N)C1=C2C=C(N=CC2=C(N=C1)NC)NC(=O)C1CC1 N-(5-(N-hydroxycarbamimidoyl)-8-(methylamino)-2,7-naphthyridin-3-yl)cyclopropanecarboxamide